5-(2-(1H-indol-3-yl)acetamido)-2,4-di-tert-butylphenylmethylcarbonat N1C=C(C2=CC=CC=C12)CC(=O)NC=1C(=CC(=C(C1)COC([O-])=O)C(C)(C)C)C(C)(C)C